NC1=NOC(=C1)C(CO)(C)C 2-(3-aminoisoxazol-5-yl)-2-methylpropan-1-ol